6-(trifluoromethyl)-2H-indazole FC(C=1C=CC2=CNN=C2C1)(F)F